2-(2-ethylbutyl)-2-benzyl-1,3-dimethoxypropane C(C)C(CC(COC)(COC)CC1=CC=CC=C1)CC